2-Amino-N-cyclopropyl-4,5,6,7-tetrahydrobenzo[b]thiophene-3-carboxamide NC1=C(C2=C(S1)CCCC2)C(=O)NC2CC2